ClC1=CC=C(C=C)C=C1 p-Chlorostyrol